ClC1=C(C=CC=C1Cl)C1(CC(=CC=C1)N(C1=CC=CC=C1)C1=CC=CC=C1)NC1=CC=CC=C1 C1-(2,3-dichlorophenyl)-N1,N3,N3-triphenylbenzene-1,3-diamine